2-(methylamino)thiazole-5-sulfonamide CNC=1SC(=CN1)S(=O)(=O)N